FC=1C=C(C=CC1C)B(O)O (3-fluoro-4-methyl-phenyl)-boronic acid